β-(3,4-epoxycyclohexyl)ethyl-dimethoxyethoxymethylsilane C1(CC2C(CC1)O2)CC[SiH2]COCC(OC)OC